CC(=O)C1=CC=CN1C The molecule is a pyrrole carrying methyl and acetyl substituents at the 1- and 2-positions respectively. It is a member of pyrroles, a methyl ketone and an aromatic ketone.